3-(N-((4-fluoro-2,6-diisopropylphenyl)carbamoyl)sulfamoyl)-1-methyl-1H-pyrazole-5-carboxylic acid, disodium salt [Na+].[Na+].FC1=CC(=C(C(=C1)C(C)C)NC(=O)NS(=O)(=O)C1=NN(C(=C1)C(=O)[O-])C)C(C)C.FC1=CC(=C(C(=C1)C(C)C)NC(=O)NS(=O)(=O)C1=NN(C(=C1)C(=O)[O-])C)C(C)C